1-hydroxy-propanone OCC(C)=O